FC1=C(C=CC(=C1)C1=CN=C2C(=N1)N(N=N2)CC2=CC1=CN(N=C1C=C2F)C)P(C)(C)=O (2-Fluoro-4-(1-((6-fluoro-2-methyl-2H-indazol-5-yl)methyl)-1H-[1,2,3]triazolo[4,5-b]pyrazin-6-yl)phenyl)dimethyl-phosphine oxide